1,2,3,4,5,6-hexahydroazocine N1CCCCCC=C1